BrC=1N=C(N2C1C(=NC=C2)Cl)C2=C(C(=CC=C2)Cl)Cl 1-bromo-8-chloro-3-(2,3-dichlorophenyl)imidazo[1,5-a]pyrazine